(R)-5-(1-(3,5-dichloropyridin-4-yl)ethoxy)-3-(6-(6-(2,2,2-trifluoroethyl)-2,6-diazaspiro[3.3]heptan-2-yl)pyridin-3-yl)-1H-indazole ClC=1C=NC=C(C1[C@@H](C)OC=1C=C2C(=NNC2=CC1)C=1C=NC(=CC1)N1CC2(C1)CN(C2)CC(F)(F)F)Cl